C(C)(=O)O.C(C)(=O)O.CC1=C(C(=CC(=C1)C)C)I (2,4,6-trimethylphenyl) iodide diacetate